C=1NN=C2C1C=1C=CN=CC1C=C2 pyrazolo[4,3-f]isoquinoline